C(C)(C)(C)OC(=O)N1CCC(CC1)N1C2=NC(=NC(=C2N=C1)NC(=O)C=1SC(=CC1)[N+](=O)[O-])C1=CC=C(C=C1)F 4-(2-(4-fluorophenyl)-6-(5-nitrothiophene-2-carboxamido)-9H-purin-9-yl)piperidine-1-carboxylic acid tert-butyl ester